5-chloro-2,3-dihydro-1H-inden ClC=1C=C2CCCC2=CC1